6-((5-chloropyridin-3-yl)oxy)-2-azaspiro[3.3]heptane 4-methylbenzenesulfonate CC1=CC=C(C=C1)S(=O)(=O)O.ClC=1C=C(C=NC1)OC1CC2(CNC2)C1